(1R,3S)-3-{5-[(2-oxo-1,2,3,4-tetrahydroquinolin-6-yl) amino]-1H-pyrazol-3-yl}cyclopentyl [(4-nitrophenyl)oxy]methanoate [N+](=O)([O-])C1=CC=C(C=C1)OC(=O)O[C@H]1C[C@H](CC1)C1=NNC(=C1)NC=1C=C2CCC(NC2=CC1)=O